CC(C)C[C@@H](C(=O)N[C@@H](CS)C(=O)O)N The molecule is a dipeptide composed of L-leucine and L-cysteine joined by a peptide linkage. It has a role as a metabolite. It derives from a L-leucine and a L-cysteine.